BrC=1C=C(C=C(C1)Cl)OC(=O)N1CCNCC1 (3-bromo-5-chloro-phenyl)piperazine-1-carboxylate